C1=CC=CC=2C3=CC=CC=C3C(C12)COC(=O)N[C@H](C(=O)OC)CNC(C1=C(C=C(C=C1)NC=1C=2N(C=CN1)C(=CN2)I)CC)=O Methyl (S)-2-((((9H-fluoren-9-yl)methoxy)carbonyl)amino)-3-(2-ethyl-4-((3-iodoimidazo[1,2-a]pyrazin-8-yl)amino)benzamido)propanoate